3',4'-dihydroflavonol O1C(=C(C(=O)C2=CC=CC=C12)O)C1=CCCC=C1